Cl.NC1C(NC(C1)=O)=O 3-aminopyrrolidine-2,5-dione hydrochloride